N-(3-fluoro-4-((1-isopropyl-2-oxo-2,3-dihydro-1H-imidazo[4,5-b]pyridin-7-yl)oxy)phenyl)-1-(2-fluorophenyl)-5-(trifluoromethyl)-1H-pyrazole-4-carboxamide FC=1C=C(C=CC1OC1=C2C(=NC=C1)NC(N2C(C)C)=O)NC(=O)C=2C=NN(C2C(F)(F)F)C2=C(C=CC=C2)F